F[C@@H]1C[C@H](CN(C1)C)NC1=C2C(=C(N=N1)C1=C(C=C(C=C1)OC)C(F)(F)F)COCC2 N-((3R,5R)-5-fluoro-1-methylpiperidin-3-yl)-4-(4-methoxy-2-(trifluoromethyl)phenyl)-7,8-dihydro-5H-pyrano[3,4-d]pyridazin-1-amine